1-aminocyclopropanecarboxamide NC1(CC1)C(=O)N